N-((Di-p-tolyl)methyl)benzamide C1(=CC=C(C=C1)C(NC(C1=CC=CC=C1)=O)C1=CC=C(C=C1)C)C